dimethylphosphine oxide fumarate salt C(\C=C\C(=O)O)(=O)O.CP(C)=O